3-(5-(trifluoromethyl)pyridin-2-yl)oxetan-3-ol FC(C=1C=CC(=NC1)C1(COC1)O)(F)F